ClC1=C(C=CC(=C1)F)C1(CC1)C1=NOC(=N1)C=1C2=C(NN1)CCC2 3-(1-(2-chloro-4-fluorophenyl)cyclopropyl)-5-(1,4,5,6-tetrahydrocyclopenta[c]pyrazol-3-yl)-1,2,4-oxadiazole